(R)-3-phenyl-1-(4,4,5,5-tetramethyl-1,3,2-dioxaborolan-2-yl)propan-1-amine hydrochloride Cl.C1(=CC=CC=C1)CC[C@H](N)B1OC(C(O1)(C)C)(C)C